1-(4-(2-(4-hydroxyphenyl)propan-2-yl)phenyl)ethan-1-one tert-butyl-((1s)-1-(5-chloro-3-(1-hydroxyethyl)pyridin-2-yl)-2-methylpropyl)carbamate C(C)(C)(C)N(C(O)=O)[C@@H](C(C)C)C1=NC=C(C=C1C(C)O)Cl.OC1=CC=C(C=C1)C(C)(C)C1=CC=C(C=C1)C(C)=O